FC(C(=O)OCC)(C1=CC=CC=C1)F ethyl 2,2-difluoro-2-phenylacetate